CC1=NNC(=C1C1=CC(=NC=2N1N=CC2C2=CC=NN2C2OCCCC2)N2CC1CCC(C2)O1)C 3-(7-(3,5-dimethyl-1H-pyrazol-4-yl)-3-(1-(tetrahydro-2H-pyran-2-yl)-1H-pyrazol-5-yl)pyrazolo[1,5-a]pyrimidin-5-yl)-8-oxa-3-azabicyclo[3.2.1]octane